1-iodo-2-amino-4,5-dicyanoimidazole IN1C(=NC(=C1C#N)C#N)N